5,7-Dichlorobenzoxazole ClC=1C=C(C2=C(N=CO2)C1)Cl